methyl 4-(2-cyano-6-methoxyphenyl)-6-methylnicotinate C(#N)C1=C(C(=CC=C1)OC)C1=CC(=NC=C1C(=O)OC)C